N-(2-(1,2,4-oxadiazol-3-yl)pyridin-4-yl)hydroxylamine BUTYLCARBAMATE C(CCC)NC(O)=O.O1N=C(N=C1)C1=NC=CC(=C1)NO